ClC=1C=C(C=CC1)CC(=O)N1C[C@@]2([C@@H]([C@H]([C@H]([C@H](O2)CO)O)N2N=NC(=C2)C2=CC(=C(C(=C2)F)F)F)O)CCC1 2-(3-chlorophenyl)-1-((2R,3R,4S,5R,6R)-3,5-dihydroxy-2-(hydroxymethyl)-4-(4-(3,4,5-trifluorophenyl)-1H-1,2,3-triazol-1-yl)-1-oxa-8-azaspiro[5.5]undecan-8-yl)ethanone